1-((trifluoromethyl)sulfonyl)-1H-indol-5-amine FC(S(=O)(=O)N1C=CC2=CC(=CC=C12)N)(F)F